IC(C(C(C(C(F)(F)F)(F)F)(F)F)(F)F)(F)F 1-Iodoperfluoropentane